4-fluoro-1-[4-(1H-imidazol-1-yl)butanoyl]-N-{phenyl[4-(propan-2-yl)phenyl]methyl}pyrrolidine-2-carboxamide FC1CC(N(C1)C(CCCN1C=NC=C1)=O)C(=O)NC(C1=CC=C(C=C1)C(C)C)C1=CC=CC=C1